FC=1C=C(C=C2CC(CC12)CN1CCC2(CN(C(O2)=O)C2=NC3=C(OCC(N3)=O)N=C2)CC1)NC(OC(C)(C)C)=O tert-butyl N-[7-fluoro-2-[[2-oxo-3-(3-oxo-4H-pyrazino[2,3-b][1,4]oxazin-6-yl)-1-oxa-3,8-diazaspiro[4.5]decan-8-yl]methyl]indan-5-yl]carbamate